(5S)-5-({8,10-difluoro-6H,11H-chromeno[4,3-b]indol-6-yl}methyl)-2,2-dimethyl-1,3-dioxolan-4-one FC=1C=C2C3=C(NC2=C(C1)F)C1=CC=CC=C1OC3C[C@H]3C(OC(O3)(C)C)=O